C(C)(C)(C)C1=CC=C(C=C1)N(C(=O)C1=NSN=C1C#N)C(C(=O)NC1CCCCC1)C=1C=NC=CC1 N-(4-tert-butylphenyl)-4-cyano-N-[2-(cyclohexylamino)-2-oxo-1-(3-pyridyl)ethyl]-1,2,5-thiadiazole-3-carboxamide